O1N=C(C=C1)C=1C=C2CN(CC2=CC1)C(=O)OC(C)(C)C tert-Butyl 5-(isoxazol-3-yl)isoindoline-2-carboxylate